C(CCCCCCCCC#C)=O undec-10-ynal